5-(5-phenethyl-6-(thiophen-2-yl)pyridazin-3-yl)pyrimidine-2,4(1H,3H)-dione C(CC1=CC=CC=C1)C=1C=C(N=NC1C=1SC=CC1)C=1C(NC(NC1)=O)=O